C(CCC)C=1N(C(=C(N1)Cl)C(=O)O)CC1=CC=C(C=C1)C1=C(C=CC(=C1)N1CC(CCC1)(F)F)C=1N=NNN1 2-butyl-4-chloro-1-((5'-(3,3-difluoropiperidin-1-yl)-2'-(2H-tetrazol-5-yl)-[1,1'-biphenyl]-4-yl)methyl)-1H-imidazole-5-carboxylic Acid